2'-chloro-5'-methoxy-6-methyl-N-(5-(pyrazine-2-carbonyl)-5,6-dihydro-4H-pyrrolo[3,4-d]thiazol-2-yl)-[4,4'-bipyridine]-3-carboxamide ClC1=NC=C(C(=C1)C1=C(C=NC(=C1)C)C(=O)NC=1SC2=C(N1)CN(C2)C(=O)C2=NC=CN=C2)OC